7-cyclobutyl-3-(2-{[(3S)-6,6-dimethylpiperidin-3-yl]amino}-5-(trifluoromethyl)pyrimidin-4-yl)-1H,4H,5H,6H,7H,8H-pyrrolo[2,3-c]azepin-8-one C1(CCC1)N1C(C2=C(CCC1)C(=CN2)C2=NC(=NC=C2C(F)(F)F)N[C@@H]2CNC(CC2)(C)C)=O